C(CCC)C1=C(C(=C(C(=N1)O)C(=O)N1CCN(CC1)C1=C(C=CC=C1)OC)O)C1=C(C=CC=C1OC)OC 6-butyl-5-(2,6-dimethoxyphenyl)-3-[4-(2-methoxyphenyl)piperazine-1-carbonyl]pyridine-2,4-diol